(S)-tert-butyl 5-bromo-2-((tert-butoxycarbonyl)amino)pentanoate BrCCC[C@@H](C(=O)OC(C)(C)C)NC(=O)OC(C)(C)C